3-Amino-N-cyclopentyl-N-((1-ethyl-1,2,3,4-tetrahydroquinolin-6-yl)methyl)benzenesulfonamide NC=1C=C(C=CC1)S(=O)(=O)N(CC=1C=C2CCCN(C2=CC1)CC)C1CCCC1